cis-propen-1,2,3-tricarboxylic acid C(=C(CC(=O)O)C(=O)O)C(=O)O